6-(cyclopropyl-difluoromethyl)-N3-methyl-pyridazine-3,4-diamine C1(CC1)C(C1=CC(=C(N=N1)NC)N)(F)F